C(C1=CC=CC=C1)OC1=CC=C(C=N1)N1CCOC2(C1)C=C(C(C(C2)(C)C)=O)C#N 4-(6-(benzyloxy)pyridin-3-yl)-10,10-dimethyl-9-oxo-1-oxa-4-azaspiro[5.5]undec-7-ene-8-carbonitrile